ClC1=NC=C(C=N1)C1=C(C=CC=C1[N+](=O)[O-])F chloro-5-(2-fluoro-6-nitrophenyl)pyrimidine